2-(6-{[4-(2-amino-6-fluoro-8-methoxy-4-quinazolinyl)-1H-1,2,3-triazol-1-yl]methyl}-2-pyridinyl)-2-propanol NC1=NC2=C(C=C(C=C2C(=N1)C=1N=NN(C1)CC1=CC=CC(=N1)C(C)(C)O)F)OC